C(N)(OC(CC=1OC(=NN1)C)C1=C(C=CC(=C1)OCCCC)F)=O [1-(5-butoxy-2-fluoro-phenyl)-2-(5-methyl-1,3,4-oxadiazol-2-yl) ethyl] carbamate